methionine ammonium salt [NH4+].N[C@@H](CCSC)C(=O)[O-]